C(#N)[C@@]1(N(CCC1)C(=O)C1=CC(=C2N1CCC1=CC(=C(C=C21)C(=O)NC=2C(N(C=CC2)C)=O)OC)CCC)C 3-[(2R)-2-cyano-2-methyl-pyrrolidine-1-carbonyl]-8-methoxy-N-(1-methyl-2-oxo-3-pyridyl)-1-propyl-5,6-dihydropyrrolo[2,1-a]isoquinoline-9-carboxamide